C(=C\C1=CC=CC=C1)/OB(O)O trans-styryl-boric acid